1-heptyl-2-propylpiperidinium triflate [O-]S(=O)(=O)C(F)(F)F.C(CCCCCC)[NH+]1C(CCCC1)CCC